[N-]=C=O.[N-]=C=O.NCCCCCN pentamethylenediamine diisocyanate